1-(3,4-dichlorophenyl)-2-(2-imino-5-methoxy-3-(2-methylbenzyl)-2,3-dihydro-1H-benzo[d]imidazol-1-yl)ethan-1-ol ClC=1C=C(C=CC1Cl)C(CN1C(N(C2=C1C=CC(=C2)OC)CC2=C(C=CC=C2)C)=N)O